N-(3-(1,1-difluoroethyl)phenyl)-1-(4-(difluoromethoxy)-3-(pyridin-3-yl)phenyl)-3-methyl-1H-pyrazole-4-carboxamide FC(C)(F)C=1C=C(C=CC1)NC(=O)C=1C(=NN(C1)C1=CC(=C(C=C1)OC(F)F)C=1C=NC=CC1)C